FC1=C(C=C2C(=NC=NC2=C1)OC(=O)N1CCC2(CNC2)CC1)C=O (7-fluoro-6-formylquinazolin-4-yl)-2,7-diazaspiro[3.5]nonane-7-carboxylate